1-ethylnaphthalene C(C)C1=CC=CC2=CC=CC=C12